C(C)(C)(C)OC(=O)N(C1=C(C(=CC=C1F)F)C#N)C=1C(=C2C(N(C=NC2=CC1)[C@@H]1COC2(C1)CCN(CC2)C(=O)OC(C)(C)C)=O)F tert-butyl (3S)-3-[6-(N-tert-butoxycarbonyl-2-cyano-3,6-difluoro-anilino)-5-fluoro-4-oxo-quinazolin-3-yl]-1-oxa-8-azaspiro[4.5]decane-8-carboxylate